trifluoromethyl-nitrogen sulfide FC(F)(F)N=S